Ethyl 2-(5-(2-(azetidin-1-yl) ethyl)-2-oxo-4-(trifluoromethyl) pyridin-1(2H)-yl)-4-fluoro-4-methylpentanoate N1(CCC1)CCC=1C(=CC(N(C1)C(C(=O)OCC)CC(C)(C)F)=O)C(F)(F)F